CC1=C(N)C=CC(=C1)C1=NN(C=N1)C1=NC=C(C=C1)OC(F)(F)F 2-methyl-4-(1-(5-(trifluoromethoxy)pyridin-2-yl)-1H-1,2,4-triazol-3-yl)aniline